ammonium titanium lactate C(C(O)C)(=O)[O-].[Ti].[NH4+]